2-chloro-N-(4-methyl-[1,1'-biphenyl]-2-yl)acetamide ClCC(=O)NC1=C(C=CC(=C1)C)C1=CC=CC=C1